C(C)(=O)NC=1N=C2N(N=C(C=C2)C=2C=C(C(=NC2)OC)C(=O)NCC2=CC(=CC=C2)OC(F)(F)F)C1C 5-{2-acetamido-3-methylimidazo[1,2-b]pyridazin-6-yl}-2-methoxy-N-{[3-(trifluoromethoxy)phenyl]methyl}pyridine-3-carboxamide